ClC1=C(C=CC(=C1)Cl)C1=C(C2=C(CCC1)C(=C(C=C2)O)F)C=2C=NC(=CC2)O[C@@H]2CN(CC2)CCCF 6-(2,4-dichlorophenyl)-1-fluoro-5-[6-[(3S)-1-(3-fluoropropyl)pyrrolidin-3-yl]oxy-3-pyridyl]-8,9-dihydro-7H-benzo[7]annulen-2-ol